NC=1C(=NC(=CC1)N1C=NC=C1)C(=O)NC1=CC=NC=C1 3-amino-6-(1H-imidazol-1-yl)-N-(pyridin-4-yl)pyridinecarboxamide